OC1=C(C(=CC(=C1)C(F)(F)F)C)C=1C=NC=2C(N1)=NN(C2C)[C@@H]2CCC(NC2)=O |o1:22| (R or S)-5-(6-(2-hydroxy-6-methyl-4-(trifluoromethyl)phenyl)-3-methyl-2H-pyrazolo[3,4-b]pyrazin-2-yl)piperidin-2-one